2-[2-[2,2-difluoro-2-[1-tetrahydropyran-2-yl-3-[1-(2-trimethylsilylethoxymethyl)pyrazol-4-yl]indazol-5-yl]oxy-ethoxy]ethoxy]ethanol FC(COCCOCCO)(OC=1C=C2C(=NN(C2=CC1)C1OCCCC1)C=1C=NN(C1)COCC[Si](C)(C)C)F